NCCOCCOCCOCCOCCOCCC(N[C@H](CN1[C@@H](C[C@H](C1)O)C(=O)NCC1=CC=C(C=C1)C1=C(N=CS1)C)C(C)(C)C)=O (2S,4R)-1-((S)-1-amino-20-(tert-butyl)-18-oxo-3,6,9,12,15-pentaoxa-19-azaheneicosane-21-yl)-4-hydroxy-N-(4-(4-methylthiazol-5-yl)benzyl)pyrrolidine-2-carboxamide